N1(CCC1)C(=O)N1[C@H]([C@H](CCC1)NC(C(=O)N(C)C)=O)CC=1C=C(C=CC1)C1=CC(=CC=C1)F N~2~-{cis-1-(azetidine-1-carbonyl)-2-[(3'-fluoro[1,1'-biphenyl]-3-yl)methyl]piperidin-3-yl}-N~1~,N~1~-dimethylethanediamide